4-acetyl-2-methylpiperidine-1-carboxylic acid tert-butyl ester C(C)(C)(C)OC(=O)N1C(CC(CC1)C(C)=O)C